O=C1NC(CCC1N1C(C2=CC=C(C=C2C1=O)OCCOCCOCCOCCNC1=CC2=C(N=C(S2)C2=CC=C(C=C2)C=2C=NC(=CC2)N(C)C)C=C1)=O)=O 2-[2,6-bis(oxo)piperidin-3-yl]-5-[2-[2-[2-[2-[[2-[4-[6-(dimethyl-amino)pyridin-3-yl]phenyl]-1,3-benzothiazol-6-yl]amino]ethoxy]ethoxy]ethoxy]ethoxy]-isoindole-1,3-dione